C(C)(C)(C)OC(=O)N1CCC(CC1)(O)CN1N=C(C(=C1OCC)C=1C=C2C=NN(C2=CC1)C)C1=CC(=C(C=C1)C#N)F 4-((3-(4-cyano-3-fluorophenyl)-5-ethoxy-4-(1-methyl-1H-indazol-5-yl)-1H-pyrazol-1-yl)methyl)-4-hydroxypiperidine-1-carboxylic acid tert-butyl ester